2-Chloro-6-fluoro-N-(3-methylpent-2-en-1-yl)aniline ClC1=C(NCC=C(CC)C)C(=CC=C1)F